2-(5-(2,2-difluoroethyl)pyrimidin-2-yl)-2-methylpropanoic acid FC(CC=1C=NC(=NC1)C(C(=O)O)(C)C)F